C(CCCC)C(CCCCC1=C(C=CC=C1O)O)CCCCCCCCC 2-(5-Pentyltetradecyl)benzene-1,3-diol